N1(CCNCC1)C1=CC=CC=2N(CCOC21)[C@@H]2C(NC(CC2)=O)=O (3S)-3-(8-piperazin-1-yL-2,3-dihydro-1,4-benzoxazin-4-yl)piperidine-2,6-dione